N-methyl-stearic acid amide CNC(CCCCCCCCCCCCCCCCC)=O